N4-(5-amino-2-fluorophenyl)-N2-(1-methyl-1H-pyrazol-4-yl)-5-[4-(trifluoromethyl)phenyl]pyridine-2,4-diamine NC=1C=CC(=C(C1)NC1=CC(=NC=C1C1=CC=C(C=C1)C(F)(F)F)NC=1C=NN(C1)C)F